3-methyl-4-(2-methylphenoxy)aniline CC=1C=C(N)C=CC1OC1=C(C=CC=C1)C